(R)-3-methyl-2-ketopiperazine C[C@@H]1C(NCCN1)=O